CN(C)[Sn]N(C)C bis(dimethylamino)tin